N-(1-(5-(3-cyano-6-(3-morpholinopropoxy)pyrazolo[1,5-a]pyridin-4-yl)pyridin-2-yl)-4-methylpiperidin-4-yl)picolinamide C(#N)C=1C=NN2C1C(=CC(=C2)OCCCN2CCOCC2)C=2C=CC(=NC2)N2CCC(CC2)(C)NC(C2=NC=CC=C2)=O